methyl 4-(2-((tert-butyldimethylsilyl)oxy)ethoxy)butanoate [Si](C)(C)(C(C)(C)C)OCCOCCCC(=O)OC